C1(CCCCC1)[C@@H](C(=O)NC=1C=C2CC(CC2=CC1)(C(NCC(F)(F)F)=O)N1C(N[C@@H](C1)C(C)C)=O)NC(=O)C1=CC=NN1C N-((1S)-1-cyclohexyl-2-((2-((R)-4-isopropyl-2-oxoimidazolidin-1-yl)-2-((2,2,2-trifluoroethyl)carbamoyl)-2,3-dihydro-1H-inden-5-yl)amino)-2-oxoethyl)-1-methyl-1H-pyrazole-5-carboxamide